cyclopropane-1-carboxylic acid-hemimagnesium salt [Mg+2].C1(CC1)C(=O)[O-].C1(CC1)C(=O)[O-].C1(CC1)C(=O)[O-].C1(CC1)C(=O)[O-]